(2S,5R)-5-(2-fluorophenyl)-1-(2'-methyl-3'-(methylsulfonylamino)-[1,1'-biphenyl]-4-carbonyl)pyrrolidine-2-carboxylic acid FC1=C(C=CC=C1)[C@H]1CC[C@H](N1C(=O)C1=CC=C(C=C1)C1=C(C(=CC=C1)NS(=O)(=O)C)C)C(=O)O